(S)-N-(1-(7-(4-Fluorophenyl)quinolin-5-yl)cyclopropyl)-2-methyl-5-((1-methylazetidin-2-yl)methoxy)benzamide FC1=CC=C(C=C1)C1=CC(=C2C=CC=NC2=C1)C1(CC1)NC(C1=C(C=CC(=C1)OC[C@H]1N(CC1)C)C)=O